FC(C(=O)O)(F)F.CC(C)(C)S(=O)N 2-methylpropane-2-sulfinamide 2,2,2-trifluoroacetate